5-bromo-7-methyl-2-(2-methylbiphenyl-3-yl)-1,3-benzoxazole BrC=1C=C(C2=C(N=C(O2)C=2C(=C(C=CC2)C2=CC=CC=C2)C)C1)C